C(C)(C)NC(C1=CC(=CC=C1)CN1C=NC2=CC(=CC=C2C1=O)C=1C=NNC1C(F)(F)F)=O N-isopropyl-3-((4-oxo-7-(5-(trifluoromethyl)-1H-pyrazol-4-yl)quinazolin-3(4H)-yl)methyl)benzamide